BrC1=CC(=C2C(=CC(=C3C4=CC=C(C=5C(=CC=C(C1=C23)C45)C(=O)O)C(=O)O)Br)C(O)=N)C(O)=N 1,6-dibromoperylene-3,4,9,10-tetracarboxylic acid diimide